ClC1=C(C(=CC=C1)N=O)CCl 1-chloro-2-(chloromethyl)-3-nitroso-benzene